methyl 3-(3-(3-acetoxyprop-1-en-1-yl) phenyl)-2-fluoropropionate C(C)(=O)OCC=CC=1C=C(C=CC1)CC(C(=O)OC)F